C[SiH](C1=CC=CC=C1)C1=CC=CC2=CC=CC=C12 (methyl)1-naphthyl(phenyl)silane